(S)-(2-(2-fluoropropan-2-yl)-4-methyloxazol-5-yl)(4-(7-(trifluoromethyl)pyrazolo[1,5-a]pyridin-2-yl)-6,7-dihydro-1H-imidazo[4,5-c]pyridin-5(4H)-yl)methanone FC(C)(C)C=1OC(=C(N1)C)C(=O)N1[C@@H](C2=C(CC1)NC=N2)C2=NN1C(C=CC=C1C(F)(F)F)=C2